C(C)(C)N=[V](C1C=CC=C1)(N(CC)CC)N(CC)CC isopropyliminobis(diethylamino)cyclopentadienyl-vanadium